C(=O)OC1=C(C(=CC(=C1)C1CC1)F)C1=C2C(=C(N=N1)N[C@H]1CN(CCC1)CCO)C=NC=C2 5-Cyclopropyl-3-fluoro-2-[4-[[(3R)-1-(2-hydroxyethyl)-3-piperidinyl]amino]pyrido[3,4-d]-pyridazin-1-yl]phenol formate